ClC=1C=CC=C2C=CC=C(C12)C=1C=CC2=C(N=C(N=C2N2C[C@@H](N(CC2)C(C(=C)F)=O)CC#N)OCC23CCCN3CCC2)N1 (S)-2-(4-(7-(8-chloronaphthalen-1-yl)-2-((tetrahydro-1H-pyrrolizin-7a(5H)-yl)methoxy)pyridino[2,3-d]pyrimidin-4-yl)-1-(2-fluoroacryloyl)piperazin-2-yl)acetonitrile